N2,N4-DIPHENYLPYRIMIDINE-2,4-DIAMINE C1(=CC=CC=C1)NC1=NC=CC(=N1)NC1=CC=CC=C1